C1(CC1)[C@H](C)OC1=CC=C(C=C1)[N+](=O)[O-] (S)-1-(1-cyclopropylethoxy)-4-nitrobenzene